N-((3-nitro-4-((2-(3-oxomorpholino)ethyl)amino)phenyl)sulfonyl)benzamide [N+](=O)([O-])C=1C=C(C=CC1NCCN1C(COCC1)=O)S(=O)(=O)NC(C1=CC=CC=C1)=O